ClC1=C(C=CC=C1)C1=CC(=CC=C1I)N(C1=CC=C(C=C1)C1=NC=CC=C1)C1=CC=CC=C1 2'-chloro-6-iodo-N-phenyl-N-(4-(pyridin-2-yl)phenyl)-[1,1'-biphenyl]-3-amine